rel-4-Chloro-2-(((1R,6S)-5-(6-((4-cyano-2-fluorobenzyl)oxy)pyridin-2-yl)-2,5-diazabicyclo[4.2.0]octan-2-yl)methyl)-1-(((R)-oxetan-2-yl)methyl)-1H-benzo[d]imidazole-6-carboxylic acid ClC1=CC(=CC=2N(C(=NC21)CN2[C@@H]1CC[C@@H]1N(CC2)C2=NC(=CC=C2)OCC2=C(C=C(C=C2)C#N)F)C[C@@H]2OCC2)C(=O)O |o1:12,15,37|